(R)-2-chloro-7-ethyl-5-methyl-8-(3-(trifluoromethyl)benzyl)-7,8-dihydropterin Cl[C@@]1(NC=2N(C(CN(C2C(N1)=O)C)CC)CC1=CC(=CC=C1)C(F)(F)F)N